4-(3-Chlorophenyl)-2-(3,4-dichlorobenzyl)-5-methylimidazole ClC=1C=C(C=CC1)C=1N=C(NC1C)CC1=CC(=C(C=C1)Cl)Cl